2-((4-((R)-2-(4-chloro-2-fluorophenyl)-3-fluoro-2H-chromen-8-yl)piperidin-1-yl)methyl)-3-(((S)-oxetan-2-yl)methyl)-3H-imidazo[4,5-B]pyridine-5-carboxylic acid ClC1=CC(=C(C=C1)[C@H]1OC2=C(C=CC=C2C=C1F)C1CCN(CC1)CC1=NC=2C(=NC(=CC2)C(=O)O)N1C[C@H]1OCC1)F